2-(2,6-dichloro-4-(3,5-dioxo-4,5-dihydro-1,2,4-triazin-2(3H)-yl)phenoxy)-5-hydroxy-N-((1r,3r)-3-hydroxycyclobutyl)pyridine-4-sulfonamide ClC1=C(OC2=NC=C(C(=C2)S(=O)(=O)NC2CC(C2)O)O)C(=CC(=C1)N1N=CC(NC1=O)=O)Cl